ClC1=CNC2=C(C=CC=C12)N1N(C=C(C1)S(=O)(=O)N)C(F)F 2-N-(3-chloro-1H-indol-7-yl)-1-(difluoromethyl)pyrazole-4-sulfonamide